[Sn+4].P(=O)([O-])([O-])[O-].[Li+] lithium phosphate tin